C(CCCCCCCCCCC)NCCCCCCCCCCCC N,N-di-n-dodecylamine